C(C(=O)N)N(C(=O)O)N aza-asparagine